3-amino-4-cyclopentyl-1-(4-((5-fluoro-2-methoxybenzamido)methyl)phenyl)-1H-pyrrole-2-carboxamide NC1=C(N(C=C1C1CCCC1)C1=CC=C(C=C1)CNC(C1=C(C=CC(=C1)F)OC)=O)C(=O)N